O[C@@H]1CN(CCC1)C=1N=CC2=C(N1)C=CN=C2 ((S)-3-hydroxypiperidin-1-yl)pyrido[4,3-d]pyrimidin